CC1(COC1)COCCCCCCCCCC 3-methyl-3-(decoxymethyl)oxetane